O1C(CCCC1)OCCC12CCC(CC1)(C2)CO (4-(2-((tetrahydro-2H-pyran-2-yl)oxy)ethyl)bicyclo[2.2.1]heptan-1-yl)methanol